OCCC(C)NC1=NC(N(C2=CC=C(C=C12)[N+](=O)[O-])C)=O 4-[(3-Hydroxy-1-methyl-propyl)amino]-1-methyl-6-nitro-quinazolin-2-one